3-bromo-1-[4-(4-fluorophenyl)piperazin-1-yl]propan-1-one BrCCC(=O)N1CCN(CC1)C1=CC=C(C=C1)F